O(C1=CC=CC=C1)CC1=C(C=CC=C1)COC1=CC=CC=C1 1,2-bis-(phenoxymethyl)benzene